NC1=NC=CC(=N1)C=1C=C(C=C(C1)Cl)[C@H]1N(CCN(C1)C(=O)C1CC1)C(C=C)=O (R)-1-(2-(3-(2-aminopyrimidin-4-yl)-5-chlorophenyl)-4-(cyclopropanecarbonyl)piperazin-1-yl)prop-2-en-1-one